O=C1C=2N(CCCN1)N=C1C2CNCC1 11-oxo-3,4,8,9,10,11-hexahydro-1H-pyrido[4',3':3,4]Pyrazolo[1,5-a][1,4]Diazepine